(Z)-1-[4-[(2R)-2-Hydroxy-3-[4-[(E)-3-oxo-3-phenylprop-1-enyl]phenoxy]propoxy]phenyl]-3-phenylprop-2-en-1-one O[C@@H](COC1=CC=C(C=C1)C(\C=C/C1=CC=CC=C1)=O)COC1=CC=C(C=C1)\C=C\C(C1=CC=CC=C1)=O